allyl (2S,3S,4S,5R)-6-[4-[4-benzyloxy-1-(3,4-difluorophenyl)-6-fluoro-2-tetrahydropyran-4-yl-indol-3-yl]benzoyl]oxy-3,4,5-trihydroxy-tetrahydropyran-2-carboxylate C(C1=CC=CC=C1)OC1=C2C(=C(N(C2=CC(=C1)F)C1=CC(=C(C=C1)F)F)C1CCOCC1)C1=CC=C(C(=O)OC2[C@@H]([C@H]([C@@H]([C@H](O2)C(=O)OCC=C)O)O)O)C=C1